O[P+](=O)O The molecule is a phosphorus oxoacid that consists of a single pentavalent phosphorus covalently bound via single bonds to a single hydrogen and two hydroxy groups and via a double bond to an oxygen. The parent of the class of phosphonic acids. It has a role as a fungicide. It is a member of phosphonic acids and a phosphorus oxoacid. It is a conjugate acid of a phosphonate(1-). It is a tautomer of a phosphorous acid.